O[C@@H]1C=C(C(CC1=C(C)C)=O)C (4R,5R)-4-Hydroxy-5-isopropylyl-2-methylcyclohex-2-enone